C(CCC)NC(CCCCCCCCCCCCC(=O)NCCC(=O)O)=O 3-(14-(butylamino)-14-oxotetradecanamido)propanoic acid